C(=O)(O)C(C(O)=O)(C)C1=CC(C(=O)C2=CC=CC=C2)=CC=C1 carboxyl-(Ketoprofen)